Diisononyl-cyclohexan C(CCCCCC(C)C)C1(CCCCC1)CCCCCCC(C)C